Fmoc-2-aminoethoxymethyl-triazole C(=O)(OCC1C2=CC=CC=C2C2=CC=CC=C12)C1=C(N=NN1)COCCN